BrC=1C=C2C(=NNC(C2=CC1)=O)C(C)CCCC(N1CCN(CC1)C1=NC=C(C=N1)C(F)(F)F)=O 6-Bromo-4-(6-oxo-6-(4-(5-(trifluoromethyl)pyrimidin-2-yl)piperazin-1-yl)hexan-2-yl)phthalazin-1(2H)-one